tri(dimethylaminopropyl)hexahydrotriazine CN(C)CCCN1N(N(CCC1)CCCN(C)C)CCCN(C)C